S(=O)(=O)(O)C(CC)(S(=O)(=O)OC1=CC=CC=C1)S(=O)(=O)O.[Na] sodium phenyl disulfopropanesulfonate